O=C1N(C(C(=C1SC1=NC=CC=C1)SC1=NC=CC=C1)=O)CCC(=O)NCCOC(C(=O)O)C 2-(2-(3-(2,5-dioxo-3,4-di(pyridin-2-ylsulfanyl)-2,5-dihydro-1H-pyrrol-1-yl)propionylamino)ethoxy)propanoic acid